C(C)N(C1COC2(C1)CCN(CC2)S(=O)(=O)C2=CC=C(C=C2)CC)C N-ethyl-8-((4-ethylphenyl)sulfonyl)-N-methyl-1-oxa-8-azaspiro[4.5]decan-3-amine